5-bromo-6-cyclopropoxy-1-(4-methoxybenzyl)-1H-indazole BrC=1C=C2C=NN(C2=CC1OC1CC1)CC1=CC=C(C=C1)OC